C(C=C)N1C(N(C(N(C1=O)CC=C)=O)CC=C)=O 1,3,5-tris(2-propenyl)-1,3,5-triazine-2,4,6(1h,3h,5h)-trione